C(C)(C)(C)OC(=O)N(C(OC(C)(C)C)=O)C1=C(C=C(C=C1)C=1SC(=CC1)F)[N+](=O)[O-] tert-butyl N-tert-butoxycarbonyl-N-[4-(5-fluoro-2-thienyl)-2-nitro-phenyl]carbamate